2-(chloromethyl)-5-(4-methoxyphenyl)oxazole ClCC=1OC(=CN1)C1=CC=C(C=C1)OC